FC1=CC=C(C=C1)C1CN(CCN1)C(=O)C1=C(OC=2N=CN=C(C21)NC2(CC2)C)C 5-[3-(4-fluorophenyl)piperazine-1-carbonyl]-6-methyl-N-(1-methylcyclopropyl)furo[2,3-d]pyrimidin-4-amine